3-(2-phenylmorpholino)-7,8-dihydro-1,6-naphthyridin C1(=CC=CC=C1)C1OCCN(C1)C=1C=NC=2CCN=CC2C1